3,5-Di-tert-butyl-4-hydroxybenzoyl chloride C(C)(C)(C)C=1C=C(C(=O)Cl)C=C(C1O)C(C)(C)C